4-(1,2-Dimethyl-1H-indol-3-yl)-N-(4-(2-(dimethylamino)ethoxy)-2-methoxy-5-nitrophenyl)pyrimidin-2-amine CN1C(=C(C2=CC=CC=C12)C1=NC(=NC=C1)NC1=C(C=C(C(=C1)[N+](=O)[O-])OCCN(C)C)OC)C